5-(pyrimidin-4-yl)-1,3,4-oxadiazole N1=CN=C(C=C1)C1=NN=CO1